C(#N)C1=CC(=C(C=C1)COC1=CC=CC(=N1)C1=CC(=C(C=C1)CC=1N(C2=C(N1)C=CC(=C2)C(=O)OC)CCOC)F)F Methyl 2-[[4-[6-[(4-cyano-2-fluoro-phenyl)methoxy]-2-pyridyl]-2-fluorophenyl]methyl]-3-(2-methoxyethyl)benzimidazole-5-carboxylate